C(C)OC1=CC(=CC2=CN(N=C12)C)C1=CC(=C(C=C1)B1OC(C(O1)(C)C)(C)C)OCOC 7-ethoxy-5-(3-(methoxymethoxy)-4-(4,4,5,5-tetramethyl-1,3,2-dioxaborolan-2-yl)phenyl)-2-methyl-2H-indazole